NC(C(CO)NC(CC(C(=O)OC1(CCC1)C1=CC=C(C=C1)C(F)(F)F)=C)=O)=O 1-(4-(trifluoromethyl)phenyl)cyclobutyl 4-((1-amino-3-hydroxy-1-oxopropan-2-yl)amino)-2-methylene-4-oxobutanoate